FC1=CC=C(C=C1)N1N=CC2=C1C=C1CCN(CC1(C2)[C@@H](O)C2=NC=CC=N2)S(=O)(=O)C=2C=C(C=CC2)C (R)-(1-(4-fluorophenyl)-6-(m-tolylsulfonyl)-4,4a,5,6,7,8-hexahydro-1H-pyrazolo[3,4-g]isoquinolin-4a-yl)(pyrimidin-2-yl)methanol